CN1C=NC2=NC(=NC(=C12)NC=1N=CN(C1)C1=CC(=C(C(=C1)OC)OC)OC)N1[C@@H](CCC1)C(=O)N (S)-1-(7-methyl-6-((1-(3,4,5-trimethoxyphenyl)-1H-imidazol-4-yl)amino)-7H-purin-2-yl)pyrrolidine-2-carboxamide